C(C)(C)(C)OC(=O)N(NC(=O)OC(C)(C)C)C=1SC(=CN1)COC 1-(5-(methoxymethyl)thiazole-2-yl)hydrazine-1,2-dicarboxylic acid di-tert-butyl ester